Difluoroxenon F[Xe]F